Isopropyl (9S,14S,17S)-14,17-bis(4-diazo-3-oxobutyl)-9-(isopropoxycarbonyl)-2-methyl-4,7,12,15-tetraoxo-2,5,8,13,16-pentaazaoctadecan-18-oate [N+](=[N-])=CC(CC[C@H](NC(CC[C@H](NC(CNC(CN(C)C)=O)=O)C(=O)OC(C)C)=O)C(N[C@H](C(=O)OC(C)C)CCC(C=[N+]=[N-])=O)=O)=O